1-[3-(1-hydroxyethyl)-6-[5-(pyridazin-3-ylamino)benzoimidazol-1-yl]-2-pyridinyl]-5-methyl-pyrazole-3-carbonitrile OC(C)C=1C(=NC(=CC1)N1C=NC2=C1C=CC(=C2)NC=2N=NC=CC2)N2N=C(C=C2C)C#N